2,4-dibromobutanol BrC(CO)CCBr